(1S,2R,3R,5R)-3-(benzylamino)-2-fluoro-1,5-dimethyl-8-azabicyclo[3.2.1]octane-8-carboxylic acid tert-butyl ester C(C)(C)(C)OC(=O)N1[C@@]2([C@@H]([C@@H](C[C@]1(CC2)C)NCC2=CC=CC=C2)F)C